N1=C(C=CC=C1)CN1[C@H](CCCC1)C(=O)[O-].[K+] Potassium (2R)-1-(2-pyridylmethyl)piperidine-2-carboxylate